C(C)(C)(C)OC(=O)N1C[C@H]2N(C3=C(OC2)C=CC(=C3)N)CC1 (R)-9-amino-1,2,4a,5-tetrahydrobenzo[b]pyrazino[1,2-d][1,4]oxazine-3(4H)-carboxylic acid tert-butyl ester